N-(2-(4-(4-allylpiperazine-1-yl)piperidine-1-yl)-5-((6-((R)-3-(3-chloro-2-methylphenyl)-isoxazolidine-2-yl)pyrimidine-4-yl)amino)-4-methoxy-phenyl)acrylamide C(C=C)N1CCN(CC1)C1CCN(CC1)C1=C(C=C(C(=C1)OC)NC1=NC=NC(=C1)N1OCC[C@@H]1C1=C(C(=CC=C1)Cl)C)NC(C=C)=O